ClCC(=O)N(C1=CC(=C(C=C1)C)C)CCC#N 2-chloro-N-(2-cyanoethyl)-N-(3,4-dimethylphenyl)acetamide